N1C(=CC2=CC=CC=C12)C(=O)N1CC=2N(CC1)N=CC2C(=O)N2C1(CC1)CCOCC2 4-[5-(1H-indole-2-carbonyl)-4H,5H,6H,7H-pyrazolo[1,5-a]pyrazine-3-carbonyl]-7-oxa-4-azaspiro[2.6]nonane